bibenzyl C1(=CC=CC=C1)CCC1=CC=CC=C1